6-chloro-7-((R)-2-(((3-chloropyridin-2-yl)oxy)methyl)pyrrolidin-1-yl)-1-(6-(hexahydro-pyrrolo[3,4-c]pyrrol-2(1H)-yl)pyridin-3-yl)-4-oxo-1,4-dihydroquinoline-3-carboxylic acid ClC=1C=C2C(C(=CN(C2=CC1N1[C@H](CCC1)COC1=NC=CC=C1Cl)C=1C=NC(=CC1)N1CC2CNCC2C1)C(=O)O)=O